Diethyl {[5-(3-chlorophenyl)-1,2,4-oxadiazol-3-yl]methyl}phosphonate ClC=1C=C(C=CC1)C1=NC(=NO1)CP(OCC)(OCC)=O